phenyl-(2,4,6-trimethyl-benzoyl)sodium phosphate salt P(=O)(O)(O)O.C1(=CC=CC=C1)C=1C(=C(C(=O)[Na])C(=CC1C)C)C